2-(1-cyanocyclopropyl)-N-[1-[2-(5-cyano-2-pyridyl)-1,2,4-triazol-3-yl]ethyl]-6-(trifluoromethyl)pyridine-4-carboxamide C(#N)C1(CC1)C1=NC(=CC(=C1)C(=O)NC(C)C=1N(N=CN1)C1=NC=C(C=C1)C#N)C(F)(F)F